(S)-2-(3-cyclopropyl-1-methyl-7-oxo-1,7-dihydro-6H-pyrazolo[3,4-d]pyridazin-6-yl)-N-(1-(p-tolyl)ethyl)acetamide C1(CC1)C1=NN(C=2C(N(N=CC21)CC(=O)N[C@@H](C)C2=CC=C(C=C2)C)=O)C